(2-chloro-4-(difluoromethyl)thiophen-3-yl)-carbamic acid tert-butyl ester C(C)(C)(C)OC(NC1=C(SC=C1C(F)F)Cl)=O